5-((2,6-difluoro-3,5-dimethoxyphenyl)ethynyl)pyrimidin-2-amine FC1=C(C(=C(C=C1OC)OC)F)C#CC=1C=NC(=NC1)N